2-((5-cyano-2-methylphenyl)amino)-5-(trifluoromethyl)-benzoic acid C(#N)C=1C=CC(=C(C1)NC1=C(C(=O)O)C=C(C=C1)C(F)(F)F)C